Enanthic chloride C(CCCCCC)(=O)Cl